C(C)(C)(C)OC(=O)N1CC(=C(C1)C1=CC=CC=C1)C(NC1=C2C=CN=CC2=CC=C1)=O 3-(isoquinolin-5-ylcarbamoyl)-4-phenyl-2,5-dihydro-1H-pyrrole-1-carboxylic acid tert-butyl ester